2,4-dihydroxy-6-phenyl-1,3,5-triazine OC1=NC(=NC(=N1)O)C1=CC=CC=C1